3-(4-(4-((1-(4-(3-amino-6-(2-hydroxyphenyl)pyridazin-4-yl)phenyl)piperidin-4-yl)methyl)piperazin-1-yl)phenyl)piperidine-2,6-dione NC=1N=NC(=CC1C1=CC=C(C=C1)N1CCC(CC1)CN1CCN(CC1)C1=CC=C(C=C1)C1C(NC(CC1)=O)=O)C1=C(C=CC=C1)O